ClC1=CC(=C(C=C1)C1=NC(=CN2C1=NC(=C(C2=O)C)C)[C@@H]2C[C@@H](OCC2)C2=CN(C(C=C2)=O)C)F |r| 9-(4-chloro-2-fluoro-phenyl)-7-[rac-(2R,4S)-2-(6-keto-1-methyl-3-pyridyl)tetrahydropyran-4-yl]-2,3-dimethyl-pyrazino[1,2-a]pyrimidin-4-one